NC1=CC(=C(C(=C1)OC)/N=N/C1=CC=C(N(C)C)C=C1)OC (E)-4-((4-Amino-2,6-dimethoxyphenyl)diazenyl)-N,N-dimethylaniline